[Cl-].C[N+](C(C)(C)C)(C(C)(C)C)C dimethylditertiarybutylammonium chloride